((S)-2-(dimethylamino)-3-methylbutanamido)-N,3-dimethylbutanamide CN([C@H](C(=O)NC(C(=O)NC)C(C)C)C(C)C)C